2-(2-((4-(2-hydroxyethyl)phenyl)amino)phenyl)ethane OCCC1=CC=C(C=C1)NC1=C(C=CC=C1)CC